N-(cyclopropylmethyl)-4-(pyridin-4-yl)-3,4-dihydroquinoxaline-1(2H)-carboxamide C1(CC1)CNC(=O)N1CCN(C2=CC=CC=C12)C1=CC=NC=C1